potassium 2,7-dimethylimidazo[1,2-b]pyridazine-3-carboxylate CC=1N=C2N(N=CC(=C2)C)C1C(=O)[O-].[K+]